N=1NC=C2C1C=CS2 thieno[3,2-c]pyrazole